(E,Z)-7,9-Dodecadien-1-ol C(CCCCC\C=C\C=C/CC)O